para-Vinyl-benzyl chloride C(=C)C1=CC=C(CCl)C=C1